[[5-([3-isopropyl-1H-pyrrolo[3,2-b]pyridin-5-yl]methyl)-3,4,6-trimethylpyridin-2-yl]oxy]acetic acid C(C)(C)C1=CNC=2C1=NC(=CC2)CC=2C(=C(C(=NC2C)OCC(=O)O)C)C